O=C1NC(CCC1NC1=C(CN2CCN(CC2)C2=CC=C(CN3N=CC(=C3)NC(=O)C=3C=CC=4C=C5N([C@@H](CNC5=O)C)C4N3)C=C2)C=CC=C1)=O (9R)-N-(1-(4-(4-(2-((2,6-dioxopiperidin-3-yl)amino)benzyl)piperazin-1-yl)benzyl)-1H-pyrazol-4-yl)-9-methyl-6-oxo-6,7,8,9-tetrahydropyrido[3',2':4,5]pyrrolo[1,2-a]pyrazine-2-carboxamide